(2-(1-(tert-butyl)-1H-pyrazol-5-yl)pyridin-3-yl)methanamine C(C)(C)(C)N1N=CC=C1C1=NC=CC=C1CN